C1(=CC=CC=C1)C(=O)N1CCC2(C(N3[C@H](S2)CC[C@H]3C3=CC=CC=C3)=O)CC1 (5'S,7a'R)-1-(benzenecarbonyl)-5'-phenyltetrahydro-3'H-spiro[piperidine-4,2'-pyrrolo[2,1-b][1,3]thiazol]-3'-one